trans-4-(3-(4-((dimethylamino)methyl)-3-methylstyryl)-1H-indazol-6-yl)pyrimidin-2-amine CN(C)CC1=C(C=C(/C=C/C2=NNC3=CC(=CC=C23)C2=NC(=NC=C2)N)C=C1)C